C1(=CC=CC=C1)CCCNC1=NC=CC(=C1)C=1C=C2C(=NNC2=CC1)N 5-(2-((3-Phenylpropyl)amino)pyridine-4-yl)-1H-indazole-3-amine